FC1=C(C(=CC=C1)F)C#CC1=CN=C(C2=CC=CC=C12)N 4-((2,6-difluorophenyl)ethynyl)isoquinolin-1-amine